BrC1=CC(=C(C=N1)S(=O)(=O)N1CCN(C2=CC=CC(=C12)C)C)C 4-[(6-bromo-4-methyl-3-pyridyl)sulfonyl]-1,5-dimethyl-2,3-dihydroquinoxaline